CC1=NOC=C1CN1[C@@H](CCN2C1=NC(=CC2=O)N2[C@@H](COCC2)C)C(F)(F)F (S)-9-(3-Methyl-isoxazol-4-ylmethyl)-2-((R)-3-methyl-morpholin-4-yl)-8-trifluoromethyl-6,7,8,9-tetrahydro-pyrimido[1,2-a]-pyrimidin-4-one